bicyclo(2.2.1)heptane-2,5-diol C12C(CC(C(C1)O)C2)O